NC1=C(C=C(C=N1)C=1C=NC(=CC1)F)C(=O)N[C@H]1CN(C[C@@H]1OCC1=CC=C(C=C1)Br)C 6-amino-N-{(3S,4S)-4-[(4-bromophenyl)methoxy]-1-methylpyrrolidin-3-yl}-6'-fluoro[3,3'-bipyridine]-5-carboxamide